6-Bromo-N-(7-methoxy-4-phenyl-1H-benzoimidazol-2-yl)-nicotinamide BrC1=NC=C(C(=O)NC2=NC3=C(N2)C(=CC=C3C3=CC=CC=C3)OC)C=C1